2-(benzyloxycarbonylamino)-4-[2-phenoxyethyl-[4-(5,6,7,8-tetrahydro-1,8-naphthyridin-2-yl)butyl]amino]butanoic acid C(C1=CC=CC=C1)OC(=O)NC(C(=O)O)CCN(CCCCC1=NC=2NCCCC2C=C1)CCOC1=CC=CC=C1